tert-butyl 4-[4-(2-ethoxy-2-oxo-ethyl)-5-ethyl-2-(2-methoxy-4-pyridyl)-7-oxo-oxazolo[4,5-b]pyridin-6-yl]piperazine-1-carboxylate C(C)OC(CN1C2=C(C(C(=C1CC)N1CCN(CC1)C(=O)OC(C)(C)C)=O)OC(=N2)C2=CC(=NC=C2)OC)=O